3-[1-(2-chloro-3,6-difluoro-phenyl)-2-methyl-propoxy]-5-[4-(2-morpholin-4-yl-ethoxy)-phenyl]-pyrazin-2-ylamine ClC1=C(C(=CC=C1F)F)C(C(C)C)OC=1C(=NC=C(N1)C1=CC=C(C=C1)OCCN1CCOCC1)N